C(C)(=O)[C@@]1([C@@H](O[C@@H]([C@H]1OC(C)=O)CO)N1C(=O)N=C(NC(C)=O)C=C1)O 2',3'-O,N4-triacetyl-cytidine